(2,6-dichloropyridin-3-yl)methanol ClC1=NC(=CC=C1CO)Cl